(R)-1-(1-(2-Ethylbutyl)piperidin-3-yl)-5-(8-methoxy-[1,2,4]triazolo[1,5-a]pyridin-6-yl)-6-(trifluoromethyl)-1,3-dihydro-2H-benzo[d]imidazol-2-on C(C)C(CN1C[C@@H](CCC1)N1C(NC2=C1C=C(C(=C2)C=2C=C(C=1N(C2)N=CN1)OC)C(F)(F)F)=O)CC